CC1(C2=C(C(C=3C=4C=CC(=CC4NC13)C(=O)N)=O)C=NC(=C2)N2CCC(CC2)(CCC)N2CCOCC2)C 5,5-Dimethyl-3-(4-morpholine-4-yl-4-propyl-piperidine-1-yl)-11-oxo-6,11-dihydro-5H-pyrido[4,3-b]carbazole-8-carboxylic acid amide